C(#N)N1C[C@@H](CC1)NC(C1=NC=C(C=C1)C1=CC=C(C=C1)F)=O (R)-N-(1-cyanopyrrolidin-3-yl)-5-(4-fluorophenyl)picolinamide